FC(C(=O)O)(F)F.FC(C(=O)O)(F)F.NC1=CC=C(C(=N1)C)CNC([C@H](C)NC(=O)[C@@H]1NC[C@H](C1)CC1=CC(=C(C=C1)OC)Cl)=O (2R,4S)-N-((S)-1-(((6-Amino-2-methylpyridin-3-yl)methyl)amino)-1-oxopropan-2-yl)-4-(3-chloro-4-methoxybenzyl)pyrrolidine-2-carboxamide di-trifluoroacetate salt